1,4,12-trioxo-3-[(quinolin-3-yl)methyl]-2,5,11,13-tetraazahexadecane O=CNC(C(NCCCCCNC(NCCC)=O)=O)CC=1C=NC2=CC=CC=C2C1